S(=O)(=O)(OCCCCCCCCCCCCCCCCCC)[O-].[K+] Potassium Stearyl Sulfate